FC1=C(C=CC(=C1)F)C1=NC(=NC2=NC(=C(N=C12)C)C)C1CC(OCC1)C1=CC=2N(C=C1)N=CC2 4-(2,4-difluorophenyl)-6,7-dimethyl-2-(2-pyrazolo[1,5-a]pyridin-5-yltetrahydropyran-4-yl)pteridine